ClC=1C=CC(=NC1)CN(CCCC[C@H](C(=O)NO)C[C@@H](OC)C1=CC=C(C=C1)F)CC (S)-6-(((5-chloropyridin-2-yl)methyl)(ethyl)amino)-2-((R)-2-(4-fluorophenyl)-2-methoxyethyl)-N-hydroxyhexanamide